(1S,4S)-5-(5-bromo-2-nitrophenyl)-2,5-diazabicyclo[2.2.1]heptane-2-carboxylic acid tert-butyl ester C(C)(C)(C)OC(=O)N1[C@@H]2CN([C@H](C1)C2)C2=C(C=CC(=C2)Br)[N+](=O)[O-]